The molecule is a cyclic ketal that is the 16alpha,17alpha-acetonide derivative of algestone. It has a role as an anti-inflammatory drug. It is a 3-oxo-Delta(4) steroid, a 20-oxo steroid and a cyclic ketal. It derives from an algestone. CC(=O)[C@@]12[C@@H](C[C@@H]3[C@@]1(CC[C@H]4[C@H]3CCC5=CC(=O)CC[C@]45C)C)OC(O2)(C)C